[K+].C(CCC(=O)[O-])(=O)[O-].[K+] succinate potassium salt